6-[5-[(1S)-1-[[6-(cyclopropanecarbonyl)-8-(trifluoromethyl)quinazolin-4-yl]-methyl-amino]ethyl]-1,2,4-triazol-1-yl]pyridine-3-carbonitrile C1(CC1)C(=O)C=1C=C2C(=NC=NC2=C(C1)C(F)(F)F)N([C@@H](C)C1=NC=NN1C1=CC=C(C=N1)C#N)C